3-cyclopropyl-1-((2,2-difluorospiro[2.3]hexan-1-yl)methyl)-N-(2-(methylthio)pyridin-4-yl)-4-(trifluoromethyl)-1H-pyrazole-5-carboxamide C1(CC1)C1=NN(C(=C1C(F)(F)F)C(=O)NC1=CC(=NC=C1)SC)CC1C(C12CCC2)(F)F